C(C=C)(=O)NC1=CC=C(C=C1)C1=NN2N=CN=C(C2=C1C1=CC(=C(C(=O)NC2(CC2)C(F)(F)F)C=C1)OC)N 4-(6-(4-acrylamidophenyl)-4-aminopyrazolo[5,1-f][1,2,4]triazin-5-yl)-2-methoxy-N-(1-(trifluoromethyl)cyclopropyl)benzamide